2-amino-5-((4-methyl)-phenyl)-1,3,4-oxadiazole NC=1OC(=NN1)C1=CC=C(C=C1)C